2-(4-((5-(benzyloxy)-3-fluoro-2-(o-tolyl)-1H-indol-1-yl)methyl)phenethyl)isoindoline-1,3-dione C(C1=CC=CC=C1)OC=1C=C2C(=C(N(C2=CC1)CC1=CC=C(CCN2C(C3=CC=CC=C3C2=O)=O)C=C1)C1=C(C=CC=C1)C)F